5-(((2R,3R,4R,5R,6R)-3-acetamido-4,5-bis(benzoyloxy)-6-((benzoyloxy)methyl)tetrahydro-2H-pyran-2-yl)oxy)pentanoic acid C(C)(=O)N[C@H]1[C@@H](O[C@@H]([C@@H]([C@@H]1OC(C1=CC=CC=C1)=O)OC(C1=CC=CC=C1)=O)COC(C1=CC=CC=C1)=O)OCCCCC(=O)O